C(C)OC1=NC=CC=C1C1=NC=C(C=C1)C1(CCN(CC1)C1=C(C#N)C=C(C=C1)C(F)(F)F)NCCO 2-(4-{2'-ethoxy-[2,3'-bipyridinyl]-5-yl}-4-[(2-hydroxyethyl)amino]piperidin-1-yl)-5-(trifluoromethyl)benzonitrile